BrC1=C(C=CC2=C1N=S(C2)(C)=O)F 7-bromo-6-fluoro-2-methyl-3H-2λ4-benzo[c]isothiazole-2-oxide